ClC=1C=C(NC2(CCC3(C(CC4=CC=CC=C34)C3=CC=C(C=C3)OC3=CC=NC=C3)CC2)C(=O)O)C=CC1 (1r,4r)-4-(3-Chloroanilino)-2'-{4-[(pyridin-4-yl)oxy]phenyl}-2',3'-dihydrospiro[cyclohexane-1,1'-indene]-4-carboxylic acid